biphenyl-dione C=1(C(C(C=CC1)=O)=O)C1=CC=CC=C1